O1CCOC2=C1C=CC=C2 benzo-1,4-Dioxane